OC=1C=C(CCO)C=CC1O 3,4-dihydroxy-phenethyl alcohol